NC=1N2C(C=3N(C(N(C3N1)CCN1CC3=CC=CC=C3C1)=O)C)=NC(=N2)C=2OC=CC2 5-Amino-3-[2-(1,3-dihydro-isoindol-2-yl)-ethyl]-8-furan-2-yl-1-methyl-1,3-dihydro[1,2,4]triazolo[5,1-i]purin-2-one